[Li+].OC=1C=CC=C2C=CC=NC12 (8-hydroxyquinoline) lithium (I)